2-(5,6-difluoro-2-oxo-1,2-dihydroquinolin-3-yl)acetic acid FC1=C2C=C(C(NC2=CC=C1F)=O)CC(=O)O